CC1(COB(OC1)C1=CC2=C(N(C=N2)C2CC(C2)(O)C)C(=C1)C(F)(F)F)C (cis)-3-[5-(5,5-dimethyl-1,3,2-dioxaborinan-2-yl)-7-(trifluoromethyl)-1H-1,3-benzimidazol-1-yl]-1-methylcyclobutanol